FC1=CC=C(C=C1)S(=O)(=O)Cl (4-Fluorophenyl)sulfonyl chloride